COCC(COC)(C(C)C)CCC(C)C 1,3-Dimethoxy-2-isoamyl-2-isopropylpropane